2-(diethylamino)-N-(4-(2-(7,8-dimethyl-[1,2,4]triazolo[1,5-a]pyridin-6-yl)-3-isopropyl-1H-indol-5-yl)cyclohexyl)acetamide C(C)N(CC(=O)NC1CCC(CC1)C=1C=C2C(=C(NC2=CC1)C=1C(=C(C=2N(C1)N=CN2)C)C)C(C)C)CC